3-(carboxymethyl)-3-hydroxyglutarate C(=O)(O)CC(CC(=O)[O-])(CC(=O)[O-])O